(1-methyl-1-propenyl)benzene CC(=CC)C1=CC=CC=C1